COC=1C(=NC=NC1)NC1=CC(=C2N(C1=O)C1(CCN(CC1)CC(F)(F)F)NC2=O)C 6-((5-methoxypyrimidin-4-yl)amino)-8-methyl-1'-(2,2,2-trifluoroethyl)-2H-spiro[imidazo[1,5-a]pyridine-3,4'-piperidine]-1,5-dione